(S)-N-(1-(benzylamino)-1-oxopropan-2-yl)-3,4-dihydroxypicolinamide C(C1=CC=CC=C1)NC([C@H](C)NC(C1=NC=CC(=C1O)O)=O)=O